2-hydroxy-6-[[(3R)-4-[2-(2-hydroxyethyl)pyridine-3-carbonyl]thiomorpholin-3-yl]methoxy]benzaldehyde OC1=C(C=O)C(=CC=C1)OC[C@H]1N(CCSC1)C(=O)C=1C(=NC=CC1)CCO